5-(1-isopropyl-2-methyl-1H-imidazo[4,5-b]pyridin-6-yl)-N-methyl-7H-pyrrolo[2,3-d]pyrimidin-2-amine C(C)(C)N1C(=NC2=NC=C(C=C21)C2=CNC=1N=C(N=CC12)NC)C